Cl.NC=1C=2C(C3=NC=C(C(=C3OC2C=CC1)C1=CC=C(C=C1)N1C[C@@H](NCC1)C)C)=O (S)-9-amino-3-methyl-4-(4-(3-methylpiperazin-1-yl)phenyl)-10H-chromeno[3,2-b]pyridin-10-one hydrochloride